1-{2-chloro-5-[4-(piperidin-4-ylmethyl)piperazine-1-carbonyl]phenyl}-1,3-diazinane-2,4-dione trifluoroacetate FC(C(=O)O)(F)F.ClC1=C(C=C(C=C1)C(=O)N1CCN(CC1)CC1CCNCC1)N1C(NC(CC1)=O)=O